12,15-Dihydroxyoctadecanoic acid OC(CCCCCCCCCCC(=O)O)CCC(CCC)O